BrC=1C=C2CCC(C2=CC1)=C 5-bromo-1-methylene-2,3-dihydro-1H-indene